ClC=1C(N(C(C1Cl)O)CC1=CC(=CC=C1)NC)=O 3,4-Dichloro-5-hydroxy-1-(3-(methylamino)benzyl)-1,5-dihydro-2H-pyrrol-2-one